N-methacrylamidopropyl-N,N-dimethyl-N-benzyl-ammonium chloride [Cl-].C(C(=C)C)(=O)NCCC[N+](CC1=CC=CC=C1)(C)C